di(2,6-dimethylphenyl)phosphoryl chloride CC1=C(C(=CC=C1)C)P(=O)(C1=C(C=CC=C1C)C)Cl